2,6-dichloro-4-(4-((1s,4s)-4-hydroxycyclohexylamino)-7H-pyrrolo[2,3-d]pyrimidin-5-yl)phenol ClC1=C(C(=CC(=C1)C1=CNC=2N=CN=C(C21)NC2CCC(CC2)O)Cl)O